(6E)-6-[(6-chloro-2-methyl-2H-indazol-5-yl)imino]-3-[(1-methyl-1H-1,2,4-triazol-3-yl)methyl]-1-[(2,4,5-trifluorophenyl)methyl]-1,3,5-triazine-2,4-dione ClC=1C(=CC2=CN(N=C2C1)C)\N=C\1/NC(N(C(N1CC1=C(C=C(C(=C1)F)F)F)=O)CC1=NN(C=N1)C)=O